(S)-3-amino-4-(5-(4-((5-chloro-3-fluoropyridin-2-yl)oxy)phenyl)-2H-tetrazol-2-yl)butanoic acid hydrochloride Cl.N[C@@H](CC(=O)O)CN1N=C(N=N1)C1=CC=C(C=C1)OC1=NC=C(C=C1F)Cl